titanium diisopropoxy di-terephthalate C(C1=CC=C(C(=O)[O-])C=C1)(=O)OOC(C)C.C(C1=CC=C(C(=O)[O-])C=C1)(=O)OOC(C)C.[Ti+4].C(C)(C)OOC(C1=CC=C(C(=O)[O-])C=C1)=O.C(C)(C)OOC(C1=CC=C(C(=O)[O-])C=C1)=O